CC(=CCC=CCC)C(=O)OCC Ethyl octa-2,5-diene-2-carboxylate